C1(CC1)COC1=CC(=CC2=C1C(N1[C@@H](CO2)C[C@@H](C1)OC1=C2CCC(NC2=CC=C1)=O)=O)C (2S,11aR)-6-(cyclopropylmethoxy)-8-methyl-2-((2-oxo-1,2,3,4-tetrahydroquinolin-5-yl)oxy)-2,3,11,11a-tetrahydro-1H,5H-benzo[f]pyrrolo[2,1-c][1,4]oxazepin-5-one